CN1N=CC(=C1C1=NC(=NC=C1F)N1CCC(CC1)C(=O)N(C(C)C1=CC=CC=C1)O)C 1-(4-(1,4-dimethyl-1H-pyrazol-5-yl)-5-fluoropyrimidin-2-yl)-N-hydroxy-N-(1-phenylethyl)piperidine-4-carboxamide